[2,2'-bipyridine]-4-carboxylate N1=C(C=C(C=C1)C(=O)[O-])C1=NC=CC=C1